2-methyl-2-(phenylseleno)propanamide CC(C(=O)N)(C)[Se]C1=CC=CC=C1